C(CCC)SCCSCCCCCCCCC(O[Si](C(C)(C)C)(C1=CC=CC=C1)C1=CC=CC=C1)CCCCCCCCSCCSCCCC 5-(8-((2-(butylthio)ethyl)thio)octyl)-2,2-dimethyl-3,3-diphenyl-4-oxa-14,17-dithia-3-silahenicosane